BrC=1C=C(C=C2C(N(C(=NC12)C=1C=C2C(=NN(C2=CC1)C)C)C)=O)C 8-bromo-2-(1,3-dimethyl-1H-indazol-5-yl)-3,6-dimethylquinazolin-4(3H)-one